ethylenedisulfonate C(CS(=O)(=O)[O-])S(=O)(=O)[O-]